1'-(4-methylbenzenesulfonyl)-1',2'-dihydrospiro[cyclopentane-1,3'-indole] CC1=CC=C(C=C1)S(=O)(=O)N1CC2(C3=CC=CC=C13)CCCC2